(S)-N-(1-(3,4-dichlorophenyl)-2-(dimethylamino)ethyl)-3-(trifluoromethyl)benzenesulfonamide ClC=1C=C(C=CC1Cl)[C@@H](CN(C)C)NS(=O)(=O)C1=CC(=CC=C1)C(F)(F)F